ClC=1C=C(C(=O)N(CC2CC2)C(C)C2=NC(=CC=C2N2N=CC=N2)Cl)C=C(C1)C(F)(F)F 3-chloro-N-[1-[6-chloro-3-(triazol-2-yl)-2-pyridyl]ethyl]-N-(cyclopropylmethyl)-5-(trifluoromethyl)benzamide